FC=1C=C(C=CC1C(=O)OC)B(O)O 3-FLUORO-4-METHOXYCARBONYLPHENYLBORONIC ACID